6-bromo-4-{[(1R)-1-[3-(difluoromethyl)-2-fluorophenyl]ethyl]amino}-8-methyl-7H,8H-pyrido[2,3-d]pyrimidin-7-one BrC1=CC2=C(N=CN=C2N[C@H](C)C2=C(C(=CC=C2)C(F)F)F)N(C1=O)C